CC1=C(C=2N(C=C1C1=C(C3=C(N1)SC(=C3C)C3CCN(CC3)C(=O)C3CC1(C3)OCCN(C1)CCO)C(C)C)N=CN2)C [4-[5-(7,8-dimethyl-[1,2,4]triazolo[1,5-a]pyridin-6-yl)-4-isopropyl-3-methyl-6H-thieno[2,3-b]pyrrol-2-yl]-1-piperidyl]-[8-(2-hydroxyethyl)-5-oxa-8-azaspiro[3.5]nonan-2-yl]methanone